2-(4-bromophenyl)-6-((2-fluoro-4-(trifluoromethyl) phenyl) carbamoyl)-4-oxocyclohexane-1-carboxylate BrC1=CC=C(C=C1)C1C(C(CC(C1)=O)C(NC1=C(C=C(C=C1)C(F)(F)F)F)=O)C(=O)[O-]